C1(CC1)C(=O)NC1=CC(=C(N=N1)C(=O)NC([2H])([2H])[2H])NC1=C(C(=CC=C1)C1=NC=C(N=C1)N(C(C)=O)C)OC 6-(cyclopropanecarboxamido)-4-((2-methoxy-3-(5-(N-methylacetamido)pyrazin-2-yl)phenyl)amino)-N-trideuteromethylpyridazine-3-carboxamide